P(O)(O)=O.P(O)(O)=O.CC=C methyl ethylene bisphosphonate